FC1(CC(CC1)NCCCCCCCSC1=C2CN(C(C2=CC=C1)=O)C1C(NC(CC1)=O)=O)F 3-(4-((7-((3,3-difluorocyclopentyl)amino)heptyl)thio)-1-oxoisoindolin-2-yl)piperidine-2,6-dione